ClC=1C=C(C=2N=CN=C(C2N1)N[C@@H]1CN(CCC1)C(=O)OC(C)(C)C)C(=O)OC tert-butyl (3S)-3-[[6-chloro-8-(methoxycarbonyl) pyrido[3,2-d]pyrimidin-4-yl]amino]piperidine-1-carboxylate